2-chloro-6,7-difluoro-4-(7-fluoro-3,4-dihydroquinolin-1(2H)-yl)quinazoline ClC1=NC2=CC(=C(C=C2C(=N1)N1CCCC2=CC=C(C=C12)F)F)F